CCCCCCCCOC(=O)CCC n-Octyl n-butyrate